carbamoyl-4-methyl-2-(2-(4-(trifluoromethyl)phenyl)butyrylamino)thiophene-3-carboxylic acid methyl ester COC(=O)C1=C(SC(=C1C)C(N)=O)NC(C(CC)C1=CC=C(C=C1)C(F)(F)F)=O